Amino-4-(2-methylpropylamino)quinolinelauroyl-L-aspartic acid NN([C@@H](CC(=O)O)C(=O)O)C(CCCCCCCCCCCC1=NC2=CC=CC=C2C(=C1)NCC(C)C)=O